FC=1C=CC(=C(C(=O)N2[C@@H](COCC2)C)C1)C=1C=2N(C=C(C1)C1CN(C1)CC1CCOCC1)C(=NC2F)C (3R)-4-[5-fluoro-2-(1-fluoro-3-methyl-6-{1-[(oxan-4-yl)methyl]azetidin-3-yl}imidazo[1,5-a]pyridin-8-yl)benzoyl]-3-methylmorpholine